NC[C@H]1C[C@H](CN1CC1=CC=CC=C1)CNC(OC(C)(C)C)=O tert-Butyl (((3S,5R)-5-(aminomethyl)-1-benzylpyrrolidin-3-yl)methyl)carbamate